C[N+]1(CC(CC(C1)C)C)C 1,1-dimethyl-3,5-dimethylpiperidinium